C(#N)C[C@@H]1N(CCN(C1)C1=NC(=NC2=C(C(=CC=C12)C1=CC=CC2=CC=CC(=C12)C#C)F)OCC12CCCN2CCC1)C(=O)OC(C)(C)C tert-butyl (S)-2-(cyanomethyl)-4-(7-(8-ethynylnaphth-1-yl)-8-fluoro-2-((tetrahydro-1H-pyrrolizin-7a(5H)-yl)methoxy)quinazolin-4-yl)piperazine-1-carboxylate